C(=C)CCCCCCCCCCCCCCCCCC[Si](OC)(C)C vinyloctadecyldimethylmethoxysilane